2-(2-((5-(3-(aminomethyl)phenyl)-7-((cyclopropylmethyl)amino)benzofuran-3-yl)methoxy)-4-methoxyphenyl)acetic acid NCC=1C=C(C=CC1)C=1C=C(C2=C(C(=CO2)COC2=C(C=CC(=C2)OC)CC(=O)O)C1)NCC1CC1